1-[(2S,4R)-4-hydroxy-2-[1-(2-naphthylmethyl)imidazol-2-yl]pyrrolidin-1-yl]-2-(3-methoxyisoxazol-5-yl)-3-methyl-butan-1-one O[C@@H]1C[C@H](N(C1)C(C(C(C)C)C1=CC(=NO1)OC)=O)C=1N(C=CN1)CC1=CC2=CC=CC=C2C=C1